FC1=C(C=C(C(=C1)C)C1=CC(=NC(=C1)N1CCOCC1)OCCO)NC(=O)N1[C@H]([C@H](OCC1)C(F)(F)F)C (2S,3S)-N-(2-fluoro-5-(2-(2-hydroxyethoxy)-6-morpholinopyridin-4-yl)-4-methylphenyl)-3-methyl-2-(trifluoromethyl)morpholine-4-carboxamide